C(#N)C=1C=C(C=CC1)C1=NOC(=N1)N1CCC(CC1)C(=O)O 1-(3-(3-Cyanophenyl)-1,2,4-oxadiazol-5-yl)piperidine-4-carboxylic acid